1-[4-(3-{5-[(R)-(1,3-dimethyl-azetidin-3-yl)-hydroxy-(4-isopropyl-phenyl)-methyl]-pyridin-3-yl}-[1,2,4]Oxadiazol-5-yl)-piperidin-1-yl]-2,2-dimethyl-propan-1-one CN1CC(C1)(C)[C@@](C=1C=C(C=NC1)C1=NOC(=N1)C1CCN(CC1)C(C(C)(C)C)=O)(C1=CC=C(C=C1)C(C)C)O